OC=1C=C(C(=O)N(NC(=O)OC[C@]2([C@@H](N3C(C[C@H]3S2(=O)=O)=O)C(=O)O)C)C)C=CC1O (2S,3R,5R)-3-(((2-(3,4-dihydroxybenzoyl)-2-methylhydrazinocarbonyl)oxy)methyl)-3-methyl-7-oxo-4-thia-1-azabicyclo[3.2.0]heptane-2-carboxylic acid 4,4-dioxide